1,2-dihydroquinoline-3,8-dicarboxamide N1CC(=CC2=CC=CC(=C12)C(=O)N)C(=O)N